C(C)(C)(C)OC(=O)N1CC=C(CC1)B1OC(C(O1)(C)C)(C)C.ClC1=C(CN(N)C2=CC=C(C=C2)OC)C=CC=C1 (2-chlorobenzyl)-1-(4-methoxyphenyl)hydrazine tert-butyl-4-(4,4,5,5-tetramethyl-1,3,2-dioxaborolan-2-yl)-5,6-dihydropyridine-1(2H)-carboxylate